3-[1-(2,6-dioxopiperidin-3-yl)-3-methyl-2-oxo-1,3-benzodiazol-4-yl]-2,5-dihydropyrrole-1-carboxylic acid tert-butyl ester C(C)(C)(C)OC(=O)N1CC(=CC1)C1=CC=CC=2N(C(N(C21)C)=O)C2C(NC(CC2)=O)=O